tert-butyl (Z)-3-fluoro-4-((2-iodo-3-(2,2,2-trifluoroethyl)benzo[b]thiophen-7-yl)amino)piperidine-1-carboxylate FC1CN(CCC1NC1=CC=CC2=C1SC(=C2CC(F)(F)F)I)C(=O)OC(C)(C)C